4-bromo-N-ethylaniline BrC1=CC=C(NCC)C=C1